N-(1-benzyl-pyrrolidin-3-yl)-2-[(3,3-dimethyl-1-oxo-1,3-dihydro-2-benzofuran-5-yl)amino]-4-{[(1S)-2-hydroxy-1-phenylethyl]Amino}pyrimidine-5-carboxamide C(C1=CC=CC=C1)N1CC(CC1)NC(=O)C=1C(=NC(=NC1)NC1=CC2=C(C(OC2(C)C)=O)C=C1)N[C@H](CO)C1=CC=CC=C1